FC=1C=C(NC2C(NC(CC2)=O)=O)C=CC1N1CCC(CC1)CC1=C2CCNCC2=CC=C1 3-[3-fluoro-4-[4-(1,2,3,4-tetrahydroisoquinolin-5-ylmethyl)-1-piperidyl]anilino]piperidine-2,6-dione